3-((5-(5-(difluoromethyl)-1,3,4-oxadiazole-2-yl)pyridine-2-yl)methyl)-5-fluoro-1-(1-(morpholine-4-carbonyl)piperidine-4-yl)-1,3-dihydro-2H-benzo[d]imidazole-2-one FC(C1=NN=C(O1)C=1C=CC(=NC1)CN1C(N(C2=C1C=C(C=C2)F)C2CCN(CC2)C(=O)N2CCOCC2)=O)F